O[C@H](COC=1C=C(C=CC1)S(=O)(=O)NC)CNC1COC2(C1)CCN(CC2)S(=O)(=O)C2=CC(=CC=C2)C=2C=NC=C(C2)C 3-((2S)-2-hydroxy-3-(8-(3-(5-methylpyridin-3-yl)phenylsulfonyl)-1-oxa-8-azaspiro[4.5]dec-3-ylamino)propoxy)-N-methylbenzenesulfonamide